P(=O)([O-])([O-])[O-].[Ca+2].[Mn+2] manganese-calcium phosphate